COC(=O)[C@H]1[C@@H](C1)C1=NN(C=C1)[C@@H]1OCCCC1 |&1:12| (+-)-trans-2-(1-tetrahydropyran-2-ylpyrazol-3-yl)cyclopropanecarboxylic acid methyl ester